CN([C@H]1[C@@H](COC1)NC(=O)C1NCCC(C1)CCC1=CC=CC=C1)C N-((3S,4S)-4-(dimethylamino)tetrahydrofuran-3-yl)-4-phenethylpiperidine-2-carboxamide